4,5,6-trichloro-2-methylpyrimidine ClC1=NC(=NC(=C1Cl)Cl)C